ClC1=CN=C(N1C)COC1=CC=C(C=O)C=C1 4-[(5-CHLORO-1-METHYL-1H-IMIDAZOL-2-YL)METHOXY]BENZALDEHYDE